(6R,6aS,11aR)-9-cyclohexyl-14-(cyclopropylmethyl)-2-methoxy-8-methyl-5,6,9,11-tetrahydro-6,11a-(epiminoethano)naphtho[2,1-f]indazol-6a(7H)-ol C1(CCCCC1)N1N=C2C[C@@]34[C@@](CC2=C1C)([C@@H](CC=1C=CC(=CC13)OC)N(CC4)CC4CC4)O